FC1=C(C(=CC(=C1F)F)F)S 2,3,4,6-tetrafluorothiophenol